OC1=CC=C(C=C1)C(=C(CC)C1=CC=CC=C1)C1=CC=C(C=C1)N1CCC(CC1)CN1CCN(CC1)C=1C=C2CN(C(C2=CC1)=O)C1C(NC(CC1)=O)=O 3-(5-(4-((1-(4-(1-(4-hydroxyphenyl)-2-phenylbut-1-en-1-yl)phenyl)piperidin-4-yl)methyl)piperazin-1-yl)-1-oxoisoindolin-2-yl)piperidine-2,6-dione